C(C1=CC=CC=C1)OC(=O)N1C[C@H](CC1)CNC1=C(C=C(C(=O)O)C=C1[N+](=O)[O-])OC (R)-4-(((1-((benzyloxy)carbonyl)pyrrolidin-3-yl)methyl)amino)-3-methoxy-5-nitrobenzoic acid